C(CCC)OC(C(CP(=O)CCOCCCC)C)=O 3-(butoxyethylphosphinyl)-2-methyl-propionic acid butyl ester